ClC=1C=C(NC2CC2)C=C(C1)Cl 3,5-dichloro-N-cyclopropylaniline